ClC=1C=C(C=CC1OC(C(C(F)(F)F)F)(F)F)NC(=O)NC(C1=C(C=CC=C1F)F)=O 1-[3-chloro-4-(1,1,2,3,3,3-hexafluoropropoxy)phenyl]-3-(2,6-difluorobenzoyl)urea